tert-butyl (S)-4-((3-chloro-2,4-difluorophenyl) (methyl) carbamoyl)-3-(6,7-dihydro-5H-cyclopenta[b]pyridin-2-yl)-2-oxoimidazolidine-1-carboxylate ClC=1C(=C(C=CC1F)N(C(=O)[C@H]1N(C(N(C1)C(=O)OC(C)(C)C)=O)C1=CC=C2C(=N1)CCC2)C)F